CN(C1=CC=2OC(C(=CC2S1)C(=O)O)=O)CC=1C=NC=CC1 2-(methyl(pyridin-3-ylmethyl)amino)-5-oxo-5H-thieno[3,2-b]pyran-6-carboxylic acid